C(C)(C)(C)OC(=O)NCC1=C2C=NN(C2=C(C=C1)C(=O)OC)COCC[Si](C)(C)C Methyl 4-(((tert-butoxycarbonyl)amino)methyl)-1-((2-(trimethylsilyl)ethoxy)methyl)-1H-indazole-7-carboxylate